N-(4-fluorophenyl)-2-[1-(3-methyl-1H-1,2,4-triazole-5-carbonyl)-1,2,3,4-tetrahydroquinolin-6-yl]propanamide FC1=CC=C(C=C1)NC(C(C)C=1C=C2CCCN(C2=CC1)C(=O)C1=NC(=NN1)C)=O